5,10,15,20-tetra(4-carboxyphenyl)porphyrin ruthenium [Ru].C(=O)(O)C1=CC=C(C=C1)C=1C2=CC=C(N2)C(=C2C=CC(C(=C3C=CC(=C(C=4C=CC1N4)C4=CC=C(C=C4)C(=O)O)N3)C3=CC=C(C=C3)C(=O)O)=N2)C2=CC=C(C=C2)C(=O)O